(3R,4S)-3-cyclopropyl-4-methyl-1-[6-(1-methylpyrazol-4-yl)pyrrolo[1,2-b]pyridazin-4-yl]-2-oxopyrrolidine-3-carbonitrile C1(CC1)[C@]1(C(N(C[C@H]1C)C=1C=2N(N=CC1)C=C(C2)C=2C=NN(C2)C)=O)C#N